CS(=O)(=O)C[C@]1(CN(CC1)C(C)(C)C1=NC=CC=C1)CCC1=CC=2C(=NON2)C=C1 (R)-5-(2-(3-((methylsulfonyl)methyl)-1-(2-(pyridin-2-yl)propan-2-yl)pyrrolidin-3-yl)ethyl)benzo[c][1,2,5]oxadiazole